1-[1-(2,3-dihydroxypropyl)piperidin-4-yl]-3-(2-{3-[(4-methanesulfonyl-2-methoxyphenyl)amino]prop-1-yn-1-yl}-1-(2,2,2-trifluoroethyl)-1H-indol-4-yl)urea OC(CN1CCC(CC1)NC(=O)NC1=C2C=C(N(C2=CC=C1)CC(F)(F)F)C#CCNC1=C(C=C(C=C1)S(=O)(=O)C)OC)CO